2-fluoro-4-iodonicotinic acid FC1=C(C(=O)O)C(=CC=N1)I